FC1=CC=C(C(=O)N2[C@@H](C=3N(CC2)C(=NC3N3C(C2=CC=CC=C2C3)=O)C3=NC(=NS3)C)C)C=C1 (R)-2-(7-(4-fluorobenzoyl)-8-methyl-3-(3-methyl-1,2,4-thiadiazol-5-yl)-5,6,7,8-tetrahydroimidazo[1,5-a]pyrazin-1-yl)isoindolin-1-one